CC=1N=C2N(N=C(C=C2C)C=2C=CC3=C(C=NN(C3=O)C3CC(N(CC3)C(=O)OC(C)(C)C)C)N2)C1 tert-butyl 4-[2-(2,8-dimethylimidazo[1,2-b]pyridazin-6-yl)-5-oxo-pyrido[2,3-d]pyridazin-6-yl]-2-methyl-piperidine-1-carboxylate